FC=1C=C2NC=CC2=C2CC(NCC(CCCCCC(C3=CN=C(C=4C(=CC=C(OC12)C4)F)N3)(C)C=3C=C(C=CC3)CCC(=O)O)O)=O 3-[3-(24,30-difluoro-12-hydroxy-6-methyl-15-oxo-26-oxa-3,14,21,32-tetrazapentacyclo[25.3.1.12,5.017,25.018,22]-dotriaconta-1(31),2,4,17,19,22,24,27,29-nonaen-6-yl)phenyl]propanoic acid